ClC=1C2=C(SC1C(=O)N(CC1=CC(=CC=C1)C1=CC=NC=C1)C1CCC(CC1)NC)C=CC=C2 3-chloro-N-[(1r,4r)-4-(methylamino)cyclohexyl]-N-[3-(pyridin-4-yl)benzyl]benzo[b]thiophene-2-carboxamide